N-(5-chloropyridin-2-yl)-1-cyano-pyrrolidine-3-carboxamide ClC=1C=CC(=NC1)NC(=O)C1CN(CC1)C#N